2,3-dimethyl-quinolizine chloride [Cl-].CC=1C=C2C=CC=CN2CC1C